2-(5-(3-(1-(2-Chloro-4-fluorophenyl)cyclopropyl)-1,2,4-oxadiazol-5-yl)-3-(difluoromethyl)-1H-pyrazol-1-yl)acetamide ClC1=C(C=CC(=C1)F)C1(CC1)C1=NOC(=N1)C1=CC(=NN1CC(=O)N)C(F)F